NCCCCNCCCCN N,N-di(4-amino-n-butyl)amine